(S)-N'-((3-(3,4-difluorophenyl)-2-(trifluoromethyl)-6,7-dihydro-5H-cyclopenta[b]pyridin-4-yl)carbamoyl)-1-ethyl-4-fluoro-1H-pyrazole-3-sulfonimidamide FC=1C=C(C=CC1F)C=1C(=C2C(=NC1C(F)(F)F)CCC2)NC(=O)N=[S@@](=O)(N)C2=NN(C=C2F)CC